N-((3R,4S)-3-ethoxychroman-4-yl)-6-(trifluoromethyl)-7H-pyrrolo[2,3-d]pyrimidin-4-amine C(C)O[C@H]1COC2=CC=CC=C2[C@@H]1NC=1C2=C(N=CN1)NC(=C2)C(F)(F)F